(2-((5-chloro-4-(5,5-dimethyl-5,6-dihydro-4H-pyrrolo[1,2-b]pyrazol-3-yl)pyridin-2-yl)amino)-2-oxoethyl)-2-azabicyclo[2.2.1]heptane-2-carboxylic acid tert-butyl ester C(C)(C)(C)OC(=O)N1C2(CCC(C1)C2)CC(=O)NC2=NC=C(C(=C2)C2=C1N(N=C2)CC(C1)(C)C)Cl